ClC=1C(N(C(=CC1OCC1=NC=C(C=C1F)F)C)C1=CC(=NC=C1C)N1C(C(=C(C=C1)C)C(C)(C)O)=O)=O 3''-chloro-4''-((3,5-difluoropyridin-2-yl)methoxy)-3-(2-hydroxypropan-2-yl)-4,5',6''-Trimethyl-2H,2''H-[1,2':4',1''-terpyridine]-2,2''-dione